C(C(CCC)O)O 1,2-Pentylenglycol